3-chloro-7-(hydroxymethyl)-4-methyl-1H-1,5-naphthyridin-2-one ClC=1C(NC2=CC(=CN=C2C1C)CO)=O